COC=1C=CC=2C[C@@H]3[C@@H]4CC[C@@H](C[C@@]4(C2C1)CCN3C)OCCOCCOCCOCCOCCOC (6α)-3-Methoxy-17-methyl-6-(2,5,8,11,14-pentaoxahexadecan-16-yloxy)morphinan